chloro-o-chlorophenyl-diphenylmethane ClC(C1=CC=CC=C1)(C1=CC=CC=C1)C1=C(C=CC=C1)Cl